C(C)(C)(C)OC(=O)N1CCC(CC1)(F)CCN1[C@H](CN(CC1)C(=O)OCC1=CC=CC=C1)C benzyl (3S)-4-[2-(1-tert-butoxycarbonyl-4-fluoro-4-piperidyl)ethyl]-3-methyl-piperazine-1-carboxylate